methylaniline carbon [C].CNC1=CC=CC=C1